FC(C(=O)N1CC(C1)N1C(N(C2=NC=CC=C21)C2=CC=C(C=C2)C(F)(F)F)=O)=C 1-(1-(2-fluoroacryloyl)azetidin-3-yl)-3-(4-(trifluoromethyl)phenyl)-1,3-dihydro-2H-imidazo[4,5-b]pyridin-2-one